ClC(Cl)[SiH](Cl)Cl dichloromethyl-dichlorosilane